C1(CC(C(CC1)C(C)C)OC(C(C)O)O)C Menthoxypropane-1,2-diol